FC1=CC=CC2=C1[C@@H](CC1=NC=CC=C1O2)CN |o1:7| (R*)-(9-fluoro-10,11-dihydrobenzo[6,7]oxepino[3,2-b]pyridin-10-yl)methanamine